N1=CN=C2NC=NC2=C1N1CCSC(=C1)C1=CC=C2CCNCC2=C1 4-(9H-purin-6-yl)-6-(1,2,3,4-tetrahydroisoquinolin-7-yl)-3,4-dihydro-2H-1,4-thiazine